4-(6-benzyl-8-methyl-5,6,7,8-tetrahydro-1,6-naphthyridin-3-yl)piperazine-1-carboxylic acid tert-butyl ester C(C)(C)(C)OC(=O)N1CCN(CC1)C=1C=NC=2C(CN(CC2C1)CC1=CC=CC=C1)C